CCCCCCCCCCCCCCCC(=O)O[C@H](COC(=O)CCCCCCCCC/C=C\C/C=C\CCCCC)COP(=O)([O-])OCC[N+](C)(C)C 1-(11Z,14Z-eicosadienoyl)-2-hexadecanoyl-glycero-3-phosphocholine